5-(4-Methoxyphenylsulfonamido)-2-methylnaphtho[1,2-b]furan-3-carboxylic acid butyl ester C(CCC)OC(=O)C=1C2=C(OC1C)C1=CC=CC=C1C(=C2)NS(=O)(=O)C2=CC=C(C=C2)OC